1-(((3S)-1-((3-cyano-1-azetidinyl)sulfonyl)-3-piperidinyl)carbonyl)-N-(2,3,5-trifluorobenzyl)-D-prolinamide C(#N)C1CN(C1)S(=O)(=O)N1C[C@H](CCC1)C(=O)N1[C@H](CCC1)C(=O)NCC1=C(C(=CC(=C1)F)F)F